dodecyl monophosphate potassium salt [K+].P(=O)(OCCCCCCCCCCCC)([O-])[O-].[K+]